2,5-Diamino-2,5-dimethylhexan NC(C)(CCC(C)(C)N)C